(2S)-3-[benzyl-(methyl)amino]propane-1,2-diol C(C1=CC=CC=C1)N(C[C@@H](CO)O)C